C[C@H]1[C@@H](C1)N1C(C(=CC(=C1)C(=O)N)C(=O)N)=O ((trans)-2-methylcyclopropyl)-2-oxo-1,2-dihydropyridine-3,5-dicarboxamide